FC1=C(C(=CC=C1)C(F)(F)F)N1C(NC(C=C1C)=O)=O (2-fluoro-6-trifluoromethyl-phenyl)-6-methylpyrimidine-2,4(1H,3H)-dione